6-heptenoic acid-2-methyl-1,1-dimethylethyl ester CCC(C)(C)OC(CCCCC=C)=O